tert-Butyl (2S,3S)-3-(dimethylamino)-2-methylpyrrolidine-1-carboxylate CN([C@@H]1[C@@H](N(CC1)C(=O)OC(C)(C)C)C)C